1-(3-bromophenyl)isoquinoline BrC=1C=C(C=CC1)C1=NC=CC2=CC=CC=C12